(3R,4S,5R,6R)-2-hydroxy-6-(((3,4,5-tris(benzyloxy)benzoyl) oxy)methyl)tetrahydro-2H-pyran-3,4,5-triyltris(3,4,5-tris(benzyloxy)benzoate) OC1O[C@H]([C@H]([C@@H]([C@@H]1C1=C(C(=O)[O-])C=C(C(=C1OCC1=CC=CC=C1)OCC1=CC=CC=C1)OCC1=CC=CC=C1)C1=C(C(=O)[O-])C=C(C(=C1OCC1=CC=CC=C1)OCC1=CC=CC=C1)OCC1=CC=CC=C1)C1=C(C(=O)[O-])C=C(C(=C1OCC1=CC=CC=C1)OCC1=CC=CC=C1)OCC1=CC=CC=C1)COC(C1=CC(=C(C(=C1)OCC1=CC=CC=C1)OCC1=CC=CC=C1)OCC1=CC=CC=C1)=O